C(CC=CCC)OC(CCC)=O (Z)-butyric acid-3-hexenyl ester